2,2,6,6-tetra-methyl-1-((4-nitrophenyl)thio)piperidin-4-one CC1(N(C(CC(C1)=O)(C)C)SC1=CC=C(C=C1)[N+](=O)[O-])C